C=1(C(=CC=CC1)S(=O)(=O)O)C(C)C cumensulfonic acid